[[[[(4-chloro-6-methoxy-2-pyrimidinyl)amino]carbonyl]amino]-sulfonyl]benzoic acid ClC1=NC(=NC(=C1)OC)NC(=O)NS(=O)(=O)C1=C(C(=O)O)C=CC=C1